methyl 2-(4-(1-(4-chloro-3-fluorophenyl)-3,3-dimethyl-2,3-dihydro-1H-pyrrolo[3,2-b]pyridine-5-carbonyl)-3,3-dimethylpiperazin-1-yl)-5-methylthiazole-4-carboxylate ClC1=C(C=C(C=C1)N1CC(C2=NC(=CC=C21)C(=O)N2C(CN(CC2)C=2SC(=C(N2)C(=O)OC)C)(C)C)(C)C)F